ClC=1C=C(C(=O)NC(C)C2=NC=CN=C2C2=NC=C(C=N2)OC(F)F)C=C(C1)C(F)(F)F 3-chloro-N-[1-[3-[5-(difluoromethoxy)pyrimidin-2-yl]pyrazin-2-yl]ethyl]-5-(trifluoromethyl)benzamide